1-Heptyl-2-ethylpyridinium fluorid [F-].C(CCCCCC)[N+]1=C(C=CC=C1)CC